C1(=CC=CC=C1)\C=C(\CCCC)/C1OCCCO1 (Z)-2-(1-phenylhex-1-en-2-yl)-1,3-dioxan